NC1=C(C(=O)O)C=C(C=C1S(=O)(=O)N1CCOCC1)Br 2-amino-5-bromo-3-(morpholinosulfonyl)benzoic acid